NC1=NC=CC=C1S(=O)(=O)O 2-amino-3-pyridinesulfonic acid